(+)-5-[6-(Cyclopropyloxy)pyridin-3-yl]-7-{1-[1-(2-fluorophenyl)-1H-1,2,3-triazol-4-yl]ethyl}-7H-pyrrolo[2,3-d]pyrimidin-4-amine C1(CC1)OC1=CC=C(C=N1)C1=CN(C=2N=CN=C(C21)N)C(C)C=2N=NN(C2)C2=C(C=CC=C2)F